Ethyl 2-(2,6-dichloropyridin-4-yl)-2,2-difluoroacetate ClC1=NC(=CC(=C1)C(C(=O)OCC)(F)F)Cl